6-hydroxyquinolin-2(1H)-one OC=1C=C2C=CC(NC2=CC1)=O